1-((3S,5R,7S)-7-((tert-butyldimethylsilyl)oxy)-1,4-dioxaspiro[2.4]heptan-5-yl)pyrimidine-2,4(1H,3H)-dione [Si](C)(C)(C(C)(C)C)O[C@H]1C[C@@H](O[C@@]12CO2)N2C(NC(C=C2)=O)=O